4-Amino-8-(2-fluoro-5-((4-(hydroxymethyl)pyridin-2-yl)methoxy)phenyl)-2-oxo-N-propyl-1,2-dihydroquinoline-3-carboxamide NC1=C(C(NC2=C(C=CC=C12)C1=C(C=CC(=C1)OCC1=NC=CC(=C1)CO)F)=O)C(=O)NCCC